ClC1=NC=C(C(=N1)C=1C=C(C=CC1)N1C(OCC1)=O)F 3-[3-(2-chloro-5-fluoro-pyrimidin-4-yl)phenyl]oxazolidin-2-one